C(CC(O)(C(=O)[O-])CC(=O)[O-])(=O)[O-].[Ge+2].C(CC(O)(C(=O)[O-])CC(=O)[O-])(=O)[O-].[Ge+2].[Ge+2] Germanium citrate